5-(3-fluoro-4-((6-methylpyridin-2-yl)oxy)phenyl)-7H-pyrrolo[2,3-d]pyrimidin-4-amine FC=1C=C(C=CC1OC1=NC(=CC=C1)C)C1=CNC=2N=CN=C(C21)N